((4-iodophenyl)(1-methyl-1H-indol-3-yl)methyl)triphenyl-phosphonium triflate [O-]S(=O)(=O)C(F)(F)F.IC1=CC=C(C=C1)C(C1=CN(C2=CC=CC=C12)C)[P+](C1=CC=CC=C1)(C1=CC=CC=C1)C1=CC=CC=C1